N2-((3-((1H-1,2,4-triazol-1-yl)methyl)oxetan-3-yl)methyl)-N5-(2-chloro-4-fluorophenyl)biphenyl-2,5-diamine N1(N=CN=C1)CC1(COC1)CNC=1C(=CC(=CC1)NC1=C(C=C(C=C1)F)Cl)C1=CC=CC=C1